[Si](C1=CC=CC=C1)(C1=CC=CC=C1)(C(C)(C)C)OC[C@H]([C@@H](C(=O)N(C)OC)C)C=C (2S,3S)-3-(((TERT-BUTYLDIPHENYLSILYL)OXY)METHYL)-N-METHOXY-N,2-DIMETHYLPENT-4-ENAMIDE